Methyl (3R)-3-[methyl-(2-nitrophenyl)sulfonyl-amino]butanoate CN([C@@H](CC(=O)OC)C)S(=O)(=O)C1=C(C=CC=C1)[N+](=O)[O-]